COC=1C=C(C=CC1OC)C=1NC2=CC=C(C=C2C1C)C1CCN(CC1)C1C[C@H]2CC[C@@H](C1)N2C 2-(3,4-dimethoxyphenyl)-3-methyl-5-(1-((1R,5S)-8-methyl-8-azabicyclo[3.2.1]oct-3-yl)piperidin-4-yl)-1H-indole